FC1=NC=CC=C1C1=CC=CC=C1 2-fluoro-3-phenylpyridine